cyclopent-3-ene-thiol C1(CC=CC1)S